tert-Butyl (3-aminophenyl)methylaminocarbamate NC=1C=C(C=CC1)CNNC(OC(C)(C)C)=O